OCCN1CCN(CC1)C1=CC=C(C=N1)C(=O)N 6-[4-(2-hydroxyethyl)piperazin-1-yl]pyridine-3-carboxamide